Methyl 2,4-dimethyl-3-((4-(pyridin-3-yl)thiazol-2-yl)amino)benzoate CC1=C(C(=O)OC)C=CC(=C1NC=1SC=C(N1)C=1C=NC=CC1)C